methyl 4-(4-((2R,3R)-3-(2-oxabicyclo[2.2.2]octan-4-ylmethoxy)-2-(((benzyloxy)carbonyl)amino)butoxy)cyclohexyl)benzoate C12OCC(CC1)(CC2)CO[C@@H]([C@@H](COC2CCC(CC2)C2=CC=C(C(=O)OC)C=C2)NC(=O)OCC2=CC=CC=C2)C